N-(5-(4-methoxy-2-(3-((4-methylpiperazin-1-yl)methyl)phenyl)-1H-pyrrolo[2,3-b]pyridin-3-yl)-2-methylphenyl)acrylamide COC1=C2C(=NC=C1)NC(=C2C=2C=CC(=C(C2)NC(C=C)=O)C)C2=CC(=CC=C2)CN2CCN(CC2)C